((2R,5S)-2-methyl-5-(4-(4-methylpiperazin-1-yl)phenyl)piperazin-1-yl)(1-(trifluoromethyl)cyclopropyl)methanone C[C@H]1N(C[C@@H](NC1)C1=CC=C(C=C1)N1CCN(CC1)C)C(=O)C1(CC1)C(F)(F)F